NCCCC1(CCN(CC1)C(=O)OC(C)(C)C)O tert-butyl 4-(3-aminopropyl)-4-hydroxy-piperidine-1-carboxylate